C12CNCC2C1O 3-azabicyclo[3.1.0]Hexane-6-ol